2-fluoro-N'-(3-(5-isopropyl-2-methyl-3,6-dioxocyclohex-1,4-dien-1-yl)propionyl)benzoyl-hydrazine FC1=C(C(=O)NNC(CCC2=C(C(C=C(C2=O)C(C)C)=O)C)=O)C=CC=C1